NC1=NC=NN2C1=C(C=C2C=2C=C(C(=C(C(=O)N[C@@H]1CN(C[C@@H]1F)C(CC(C(F)(F)F)C)=O)C2)Cl)F)C(F)(F)F 5-[4-amino-5-(trifluoromethyl)pyrrolo-[2,1-f][1,2,4]triazin-7-yl]-2-chloro-3-fluoro-N-[(3R,4S)-4-fluoro-1-(4,4,4-trifluoro-3-methylbutanoyl)pyrrolidin-3-yl]benzamide